Dihydro-isocoumarin C1(=O)OCCC2=CC=CC=C12